3-(3-([1,1'-biphenyl]-3-yl)acryloyl)-4-(4'-fluorophenyl)oxazolidine-2-one-5,5-d2 C1(=CC(=CC=C1)C=CC(=O)N1C(OC(C1C1=CC=C(C=C1)F)([2H])[2H])=O)C1=CC=CC=C1